2-bromo-3,5-difluorophenol BrC1=C(C=C(C=C1F)F)O